C(C)(=O)C=1C=C(COC2=CC=CC(=N2)C2CCN(CC2)CC2=NC3=C(N2C[C@H]2OCC2)C=C(C=C3)C(=O)OC)C=CC1 methyl (S)-2-((4-(6-((3-acetylbenzyl)oxy)pyridin-2-yl)piperidin-1-yl)methyl)-1-(oxetan-2-ylmethyl)-1H-benzo[d]imidazole-6-carboxylate